FC1(COC1)CN1[C@@H](C=2NC3=CC=CC=C3C2C[C@H]1C)C=1C=C(OCCN(C(OC(C)(C)C)=O)CCCF)C=CC1OC tert-butyl (2-(3-((1R,3R)-2-((3-fluorooxetan-3-yl)methyl)-3-methyl-2,3,4,9-tetrahydro-1H-pyrido[3,4-b]indol-1-yl)-4-methoxyphenoxy)ethyl)(3-fluoropropyl)carbamate